ethyl 2-(6-bromoquinazolin-4-yl)-4-cyanobutanoate BrC=1C=C2C(=NC=NC2=CC1)C(C(=O)OCC)CCC#N